FC1=CC=C(C=C1)[C@@H]1[C@H](NC(O1)=O)C=1C=NC=C(C1)C#CC=1C=NC=C(C1)F (4R,5R)-5-(4-Fluorophenyl)-4-(5-((5-fluoropyridin-3-yl)ethynyl)pyridin-3-yl)oxazolidin-2-one